BrC1=CC=C(C(=C1S(=O)(=O)N(CC1=CC=C(C=C1)OC)CC1=CC=C(C=C1)OC)C1=NN=NN1CC1=CC=C(C=C1)OC)I 6-bromo-3-iodo-N,N-bis-(4-methoxybenzyl)-2-(1-(4-methoxybenzyl)-1H-tetrazol-5-yl)benzenesulfonamide